C(C)(C)(C)OC(=O)NCCCC[C@@H](C(=O)OCC1=CC=CC=C1)NC(=O)OCC1C2=CC=CC=C2C=2C=CC=CC12 Benzyl (2S)-6-(tert-butoxycarbonylamino)-2-(9H-fluoren-9-ylmethoxycarbonylamino)hexanoate